2-(o-chloroanilino)-6-dibutylaminofluorene ClC1=C(NC2=CC=3CC4=CC=C(C=C4C3C=C2)N(CCCC)CCCC)C=CC=C1